[C@@H]1([C@H](O)[C@H](O)[C@H](O1)CO)O[C@@H](C=O)[C@H](O)[C@H](O)CO [β-D-ribofuranosyl-(1→2)]-D-ribose